NC1=NC=2C=C(C(=CC2C2=C1COC2)C(=O)N(CC=2N=NC(=CC2)C(F)(F)F)C2CC2)Cl 4-amino-7-chloro-N-cyclopropyl-N-((6-(trifluoromethyl)-3-pyridazinyl)methyl)-1,3-dihydrofuro[3,4-c]quinoline-8-carboxamide